3-(4-(4-(quinoxalin-2-yl)-1H-pyrazol-1-yl)piperidin-1-yl)aniline N1=C(C=NC2=CC=CC=C12)C=1C=NN(C1)C1CCN(CC1)C=1C=C(N)C=CC1